C(C)(=O)NC1=CC(C(C=C1)C=CC1=CC=C(C=C1)N=C=S)(S(=O)(=O)O)S(=O)(=O)O 4-acetamido-4'-isothiocyanatostilbene-2,2-disulfonic acid